N-(4-(4-(4-Methylpiperazin-1-yl)piperidin-1-yl)phenyl)-4-((4-methylpyridazin-3-yl)amino)-2-oxo-1,2-dihydropyridine-3-carboxamide CN1CCN(CC1)C1CCN(CC1)C1=CC=C(C=C1)NC(=O)C=1C(NC=CC1NC=1N=NC=CC1C)=O